5-chloro-2-(2-fluoro-4-pyridinyl)-4-[methyl-[(3S)-3-piperidinyl]amino]-1H-pyrimidin-6-one ClC1=C(N=C(NC1=O)C1=CC(=NC=C1)F)N([C@@H]1CNCCC1)C